C1(CCC1)C1CNC=2C=CC=C3C=C(N1C32)C3=NC2=C(N3C)C(=CC(=C2)C=O)F [2-(11-cyclobutyl-1,9-diazatricyclo[6.3.1.04,12]dodeca-2,4,6,8(12)-tetraen-2-yl)-7-fluoro-1-methyl-benzimidazol-5-yl]methanone